C1(CC1)C([C@@H](C(=O)NC1=NC=C(C=C1O)C=1C(=NNC1C)C)NC(=O)C=1N(N=CC1)CC)C1CC1 N-[(1S)-1-(dicyclopropylmethyl)-2-[[5-(3,5-dimethyl-1H-pyrazol-4-yl)-3-hydroxy-2-pyridyl]amino]-2-oxo-ethyl]-2-ethyl-pyrazole-3-carboxamide